4-tert-butyl-2-(4-tert-butylpyridin-2-yl)pyridine C(C)(C)(C)C1=CC(=NC=C1)C1=NC=CC(=C1)C(C)(C)C